tris(4-(pyridin-3-yl)phenyl)amine N1=CC(=CC=C1)C1=CC=C(C=C1)N(C1=CC=C(C=C1)C=1C=NC=CC1)C1=CC=C(C=C1)C=1C=NC=CC1